N1C(=CC2=CC=CC=C12)C(=O)N1CC=2N(CC1)N=CC2C(=O)O 5-(1H-indole-2-carbonyl)-4H,5H,6H,7H-pyrazolo[1,5-a]pyrazine-3-carboxylic acid